2-(2-Hydroxyethyl)-p-phenylen-diamin OCCC1=C(C=CC(=C1)N)N